C(C1=CC(=O)NC(=O)N1)(=O)O.ClC1=CC=C(CC2(N=NN=C2)C(=O)N)C=C1 4-(4-chlorobenzyl)-1,2,3-triazole-4-carboxamide orotate